ClC1=CC=C(C=C1)[C@H](C(F)(F)F)NS(=O)(=O)C1=C(N=NC(=C1)OC)OC (R)-N-(1-(4-chlorophenyl)-2,2,2-trifluoroethyl)-3,6-dimethoxypyridazine-4-sulfonamide